C1(CC1)CCN(C1=C2CN(C(C2=CC=C1)=O)C1C(NC(CC1)=O)=O)C1CCC(CC1)NCC1=NC=C(C=C1)C(F)(F)F 3-(4-((2-cyclopropylethyl)((1r,4r)-4-(((5-(trifluoromethyl)pyridin-2-yl)methyl)amino)cyclohexyl)amino)-1-oxoisoindolin-2-yl)piperidine-2,6-dione